O1COC2=C1C=CC=C2COC2=CC=CC(=N2)S(=O)(=O)NC(=O)C=2C(=NC=CC2)N2C(CC(C2)C)(C)C N-[[6-(1,3-Benzodioxol-4-ylmethoxy)-2-pyridyl]sulfonyl]-2-(2,2,4-trimethylpyrrolidin-1-yl)pyridin-3-carboxamid